butyl 2-(formyloxy)-2-methylpropionate C(=O)OC(C(=O)OCCCC)(C)C